5-(6,6-Difluoro-2-azaspiro[3.3]heptan-2-yl)-N-(6-(1-methyl-1H-pyrazol-4-yl)pyridin-2-yl)-2-morpholinooxazolo[4,5-b]pyridine-6-carboxamide FC1(CC2(CN(C2)C2=C(C=C3C(=N2)N=C(O3)N3CCOCC3)C(=O)NC3=NC(=CC=C3)C=3C=NN(C3)C)C1)F